C(C)(C)N1CCN(CC1)C(=O)C=1C=NC2=CC=C(C=C2C1N1CCC2(OCCO2)CC1)OC (4-isopropylpiperazin-1-yl)(6-methoxy-4-(1,4-dioxa-8-azaspiro[4.5]decan-8-yl)quinolin-3-yl)methanone